(1S,2S,3S)-N-[7-chloro-6-[4-((3S,4S)-4-hydroxy-3-methyl-tetrahydrofuran-3-yl)piperazin-1-yl]-3-isoquinolyl]-2-methyl-3-(1-methylpyrazol-3-yl)cyclopropanecarboxamide ClC1=C(C=C2C=C(N=CC2=C1)NC(=O)[C@H]1[C@H]([C@@H]1C1=NN(C=C1)C)C)N1CCN(CC1)[C@]1(COC[C@H]1O)C